6-(benzo[b]thiophen-2-yl)-N-((R)-1-phenylethyl)-2,3,4,9-tetrahydro-1H-carbazol-1-amine S1C2=C(C=C1C=1C=C3C=4CCCC(C4NC3=CC1)N[C@H](C)C1=CC=CC=C1)C=CC=C2